4,4''-di(9H-[3,9'-bicarbazol]-9-yl)-5'-(2,6-diphenylpyridin-4-yl)-[1,1':2',1''-terphenyl] C1=CC(=CC=2C3=CC=CC=C3N(C12)C1=CC=C(C=C1)C=1C(=CC=C(C1)C1=CC(=NC(=C1)C1=CC=CC=C1)C1=CC=CC=C1)C1=CC=C(C=C1)N1C2=CC=CC=C2C=2C=C(C=CC12)N1C2=CC=CC=C2C=2C=CC=CC12)N1C2=CC=CC=C2C=2C=CC=CC12